C(C)(C)(C)OC(=O)NC1CCC(CC1)C(=O)OC methyl (1s,4s)-4-((tert-butoxycarbonyl)amino)cyclohexane-1-carboxylate